8-cyclopentyl-N-(3-fluoro-5-(1-phenyl-1H-pyrazol-4-yl)benzyl)-7H-purine-6-carboxamide C1(CCCC1)C1=NC2=NC=NC(=C2N1)C(=O)NCC1=CC(=CC(=C1)C=1C=NN(C1)C1=CC=CC=C1)F